hexamethylenebis(trimethylammonium) C[N+](CCCCCC[N+](C)(C)C)(C)C